2-bromo-1-methoxy-4-vinyl-benzene BrC1=C(C=CC(=C1)C=C)OC